BrC=1C(=C(OCCC(C(=O)O)F)C(=CC1)C)F 4-(3-bromo-2-fluoro-6-methylphenoxy)-2-fluorobutanoic acid